ClC=1C(=NC(=NC1)NC1=C(C=C(C(=C1)C)C=1C[C@@H](N[C@H](C1)C1CC1)C1CC1)OC(C)C)NC1=C(C=CC=C1)S(=O)(=O)C(C)C 5-chloro-N2-(4-((2R,6S)-2,6-dicyclopropyl-1,2,3,6-tetrahydropyridin-4-yl)-2-isopropoxy-5-methyl-phenyl)-N4-(2-(isopropylsulfonyl)phenyl)pyrimidine-2,4-diamine